C([O-])([O-])[O-] orthoformate